FC=1C=C(C=CC1)CNC(O[C@H]1[C@H](NC[C@@H]1O)CC1=CC=C(C=C1)C1=CN=C(S1)C(F)(F)F)=O (2R,3S,4S)-4-hydroxy-2-({4-[2-(trifluoromethyl)-1,3-thiazol-5-yl]phenyl}methyl)pyrrolidin-3-yl N-[(3-fluorophenyl)methyl]carbamate